4-[(6-Chloro-3-isopropenyl-imidazo[1,2-a]pyridin-8-yl)amino]piperidine-1-carboxylic acid tert-butyl ester C(C)(C)(C)OC(=O)N1CCC(CC1)NC=1C=2N(C=C(C1)Cl)C(=CN2)C(=C)C